2-(chloromethyl)-7-(cyclopentylamino)-5-fluoro-3H-quinazolin-4-one ClCC1=NC2=CC(=CC(=C2C(N1)=O)F)NC1CCCC1